N1(CCNCC1)C1=CC=C(C=N1)N1N=CC(=C1)C(=O)N 1-(6-(piperazine-1-yl)pyridin-3-yl)-1H-pyrazole-4-carboxamide